(R)-(2-((3-chloro-5-(trifluoromethyl)pyridin-2-yl)oxy)propyl)carbamic acid tert-butyl ester C(C)(C)(C)OC(NC[C@@H](C)OC1=NC=C(C=C1Cl)C(F)(F)F)=O